(1R,3S,4S)-Ethyl 2-((R)-1-phenylethyl)-2-azabicyclo[2.2.1]heptane-3-carboxylate C1(=CC=CC=C1)[C@@H](C)N1[C@@H]2CC[C@H]([C@H]1C(=O)OCC)C2